C(CCCCCCCCCCCCCCCCCCC)OC(=O)CCCCCCCCC capric acid arachidyl ester